COC1=C(CNC2=NC=NC3=C(C=CC=C23)C(=O)NC2=C3C=CN=C(C3=CC=C2C)NC2=CC=C3CCN(CC3=C2)C)C=CC(=C1)OC 4-((2,4-dimethoxybenzyl)amino)-N-(6-methyl-1-((2-methyl-1,2,3,4-tetrahydroisoquinolin-7-yl)amino)isoquinolin-5-yl)quinazoline-8-carboxamide